3-(methyldipropoxysilyl)butyl acrylate C(C=C)(=O)OCCC(C)[Si](OCCC)(OCCC)C